N1(CCCC1)CCCC(=O)N (S)-pyrrolidinebutanamide